ClC1=C(C=CC(=C1)O)C=1C=C2C(=NC1)NC=C2C(=O)C=2C(=C(C(=CC2)F)NS(=O)(=O)CCC)F N-(3-(5-(2-chloro-4-hydroxyphenyl)-1H-pyrrolo[2,3-b]pyridine-3-carbonyl)-2,6-difluorophenyl)propane-1-sulfonamide